ClC=1C=C2C=NC(=NC2=CC1C1CCN(CC1)CC(CN1C(OCC1)=O)O)NC=1C=NN(C1C)C1CC1 3-[3-(4-{6-chloro-2-[(1-cyclopropyl-5-methyl-1H-pyrazol-4-yl)amino]quinazolin-7-yl}piperidin-1-yl)-2-hydroxypropyl]-1,3-oxazolidin-2-one